(R)-1-(2-(allyloxy)phenoxy)-3-(isopropylamino)propan-2-ol C(C=C)OC1=C(OC[C@@H](CNC(C)C)O)C=CC=C1